C(C)(=O)N(C(C)=O)C1=CC=C(C=C1)C1=C(N=C(O1)C1=CC=C(C=C1)C(C)(C)C)C(=O)OCC ethyl 5-(4-(N-acetylacetamido)phenyl)-2-(4-(tert-butyl)phenyl)oxazole-4-carboxylate